CN(C(=O)C1=NOC(=C1)CCCOC1=C(C=C(C=C1)C1=NOC(=N1)C(F)(F)F)[N+](=O)[O-])C N,N-dimethyl-5-(3-{2-nitro-4-[5-(trifluoromethyl)-1,2,4-oxadiazol-3-yl]-phenoxy}propyl)isoxazole-3-carboxamide